3-(1-methyl-1H-pyrazol-4-yl)-N-(4-(4-oxo-4-((tetrahydrofuran-3-yl)amino)butyl)-1-phenyl-1H-imidazol-2-yl)benzamide CN1N=CC(=C1)C=1C=C(C(=O)NC=2N(C=C(N2)CCCC(NC2COCC2)=O)C2=CC=CC=C2)C=CC1